(4-(cyclopropylethynyl)phenyl)-1-((tetrahydro-2H-pyran-2-yl)methyl)pyrimidin-2(1H)-one C1(CC1)C#CC1=CC=C(C=C1)C1=NC(N(C=C1)CC1OCCCC1)=O